NCC=1C=C(C=CC1)C(C)NC(C)CC N-(1-(3-(aminomethyl)phenyl)ethyl)butane-2-amine